(S)-quinuclidin-3-yl (6-(3,5-difluorophenyl)-2,3-dihydro-1H-inden-1-yl)carbamat FC=1C=C(C=C(C1)F)C1=CC=C2CCC(C2=C1)NC(O[C@@H]1CN2CCC1CC2)=O